N-[(1S)-2-[[1-[(1S)-1-(5-fluoro-2-oxo-1H-pyridin-3-yl)ethyl]pyrazol-4-yl]amino]-1-(4-methylcyclohexyl)-2-oxo-ethyl]-4-methyl-1,2,5-oxadiazole-3-carboxamide FC=1C=C(C(NC1)=O)[C@H](C)N1N=CC(=C1)NC([C@H](C1CCC(CC1)C)NC(=O)C1=NON=C1C)=O